tert-Butyl 4-amino-3,3a,4,5,6,6a-hexahydro-1H-cyclopenta[c]pyrrole-2-carboxylate NC1CCC2CN(CC21)C(=O)OC(C)(C)C